methyl-7H-pyrrolo[2,3-d]pyrimidin CC=1N=CC2=C(N1)NC=C2